1-azabicyclo(3.3.0)octane N12CCCC2CCC1